OCCNCC(=O)O 2-(2-Hydroxyethylamino)acetic acid